ClC=1C=C(CN2N=C3C4=C(CCC3=C2)OC(=C4C)C(=O)NCCN4CCN(CC4)CC)C=CC1 2-(3-chlorobenzyl)-N-[2-(4-ethylpiperazin-1-yl)ethyl]-8-methyl-4,5-dihydro-2H-furo[2,3-g]indazole-7-carboxamide